1-{4'-fluoro-[1,1'-biphenyl]-2-yl}piperidine-4-carbonitrile FC1=CC=C(C=C1)C1=C(C=CC=C1)N1CCC(CC1)C#N